C(C1=CC=CC=C1)OC1=C(N2C(C3=C(C=CC=C13)Br)=NC(=N2)C)C(=O)O 6-benzyloxy-10-bromo-2-methyl-[1,2,4]triazolo[5,1-a]isoquinoline-5-carboxylic acid